Cl.NC1=C(C=C(OC2=NC=NC=3NC(C=NC23)=O)C=C1)SC 4-(4-amino-3-methylsulfanyl-phenoxy)-8H-pteridin-7-one hydrochloride